N-(4-chloro-3-methylphenyl)-2-(4-methyl-6-(trifluoromethyl)pyrimidin-2-yl)-5-oxo-N-(3-(thiazol-2-yl)prop-2-yn-1-yl)pyrazolidine-3-carboxamide ClC1=C(C=C(C=C1)N(C(=O)C1N(NC(C1)=O)C1=NC(=CC(=N1)C)C(F)(F)F)CC#CC=1SC=CN1)C